tert-butyl 3-(6-aminopyridin-3-yl)piperidine-1-carboxylate NC1=CC=C(C=N1)C1CN(CCC1)C(=O)OC(C)(C)C